7-bromo-5-(trifluoromethyl)-1H-indazole BrC=1C=C(C=C2C=NNC12)C(F)(F)F